6-((cis-3-hydroxy-3-methylcyclobutyl)methoxy)pyrazolo[1,5-a]pyridine-3-carbonitrile OC1(CC(C1)COC=1C=CC=2N(C1)N=CC2C#N)C